C(CCCCCCCCCCCCC=CCCCCC)(=O)O 14-Eicosenoic acid